piperazine-2-carboxamide hydrochloride Cl.N1C(CNCC1)C(=O)N